ClC1=C(C=C(C=C1)I)CC1=CC=C(OC2COCC2)C=C1 3-[4-[(2-chloro-5-iodophenyl)methyl]phenoxy]tetrahydro-furan